20-Amino-14-fluoro-4,17-dimethyl-7,10,18-trioxa-4,5,21-triazatetracyclo[17.3.1.02,6.011,16]tricosa-1(23),2,5,11(16),12,14,19,21-octaene-3-carbonitrile NC1=C2OC(C=3C=C(C=CC3OCCOC3=NN(C(=C3C(C=N1)=C2)C#N)C)F)C